ClC1=C(C=CC(=C1)CNC)C=1NC=2C=C(C=C3C2C1CCNC3=O)F 2-{2-chloro-4-[(methylamino)methyl]phenyl}-8-fluoro-1,3,4,5-tetrahydro-6H-azepino[5,4,3-cd]indol-6-one